methyl 6-(bromomethyl)imidazo[1,2-a]pyridine-8-carboxylate BrCC=1C=C(C=2N(C1)C=CN2)C(=O)OC